2'-hydroxy-4'-methyl-5'-sulfamoyl-acetophenone OC1=C(C=C(C(=C1)C)S(N)(=O)=O)C(C)=O